[Cl-].C(OCCCCCCCCCCCC)(OC[N+]1(CCC=C(C1)C1=NSN=C1OCCCCCC)C)=O dodecyl [5-(4-hexyloxy-1,2,5-thiadiazol-3-yl)-1-methyl-3,6-dihydro-2H-pyridin-1-ium-1-yl]methyl carbonate chloride